C[C@@H]1N([C@@H](CNC1)C)C(C)=O 1-((2S,6R)-2,6-dimethylpiperazin-1-yl)ethan-1-one